N-(2-((2-methoxyethoxy)methoxy)-5-(1-oxo-6-(4-(prop-1-en-2-yl)-3-(trifluoromethyl)phenyl)-3,4-dihydroisoquinolin-2(1H)-yl)phenyl)methanesulfonamide COCCOCOC1=C(C=C(C=C1)N1C(C2=CC=C(C=C2CC1)C1=CC(=C(C=C1)C(=C)C)C(F)(F)F)=O)NS(=O)(=O)C